1-Methyl-3-(6-(((1S,3S)-3-(thiazolo[5,4-b]pyridin-2-ylamino)cyclopentyl)amino)pyridin-3-yl)pyrimidine-2,4(1H,3H)-dione CN1C(N(C(C=C1)=O)C=1C=NC(=CC1)N[C@@H]1C[C@H](CC1)NC=1SC2=NC=CC=C2N1)=O